tris(2-ethylhexanoyl) trimellitate C(C=1C(C(=O)OC(C(CCCC)CC)=O)=CC(C(=O)OC(C(CCCC)CC)=O)=CC1)(=O)OC(C(CCCC)CC)=O